OC1=CC(=CC=C1)N 1-hydroxy-3-amino-benzene